2,6-dibenzyloxy-3-[4-[4-(dimethoxymethyl)-1-piperidinyl]phenyl]-pyridine C(C1=CC=CC=C1)OC1=NC(=CC=C1C1=CC=C(C=C1)N1CCC(CC1)C(OC)OC)OCC1=CC=CC=C1